C(C1=CC=CC=C1)N1C[C@H]2CN(C[C@H]2C1)C1=NC(=CC(=N1)C)C (3ar,6as)-2-benzyl-5-(4,6-dimethylpyrimidin-2-yl)octahydropyrrolo[3,4-C]pyrrole